(S)-ethyl 2-(4-(2-(2-(2-hydroxyphenyl)-6a,7,9,10-tetrahydro-5H-pyrazino[1',2':4,5]pyrazino[2,3-c]pyridazin-8(6H)-yl)pyrimidin-5-yl)piperazin-1-yl)spiro[3.5]nonane-7-carboxylate OC1=C(C=CC=C1)C=1C=C2C(=NN1)NC[C@@H]1N2CCN(C1)C1=NC=C(C=N1)N1CCN(CC1)C1CC2(C1)CCC(CC2)C(=O)OCC